BrC=1C=C(C(=O)NC2=CC(=NC=C2)C(F)(F)F)C=C(C1)OC 3-bromo-5-methoxy-N-[2-(trifluoromethyl)pyridin-4-yl]benzamide